3-(2-methyl-4-oxo-5-(3-(4-(piperidin-1-ylmethyl)phenyl)prop-1-yn-1-yl)quinazolin-3(4H)-yl)piperidine-2,6-dione CC1=NC2=CC=CC(=C2C(N1C1C(NC(CC1)=O)=O)=O)C#CCC1=CC=C(C=C1)CN1CCCCC1